4-(((trans)-4-(4-(trifluoromethoxy)phenyl)cyclohexyl)oxy)-1H-1,2,3-triazole-5-carboxylic acid FC(OC1=CC=C(C=C1)[C@@H]1CC[C@H](CC1)OC=1N=NNC1C(=O)O)(F)F